BrC=1C=CC2=C(OC(CO2)C=2NCCN2)C1 2-(7-bromo-2,3-dihydro-1,4-benzodioxin-2-yl)-4,5-dihydro-1H-imidazole